((3aR,4R,6R,6aR)-6-(6-chloro-5-cyano-4-(((1s,3S)-3-fluorocyclobutyl)amino)-1H-pyrrolo[2,3-b]pyridin-1-yl)-2,2-dimethyltetrahydrofuro[3,4-d][1,3]dioxol-4-yl)methyl methanesulfonate CS(=O)(=O)OC[C@H]1O[C@H]([C@@H]2OC(O[C@@H]21)(C)C)N2C=CC=1C2=NC(=C(C1NC1CC(C1)F)C#N)Cl